C(CCCCCCCCCCCCCCCC)(=O)OC[C@@H](OC(CCCCCCCCCCCCCCCC)=O)COP(=O)([O-])OCC[N+](C)(C)C 1,2-di(heptadecanoyl)-sn-glycero-3-phosphocholine